N-(2-methoxy-4-(1-methyl-1H-tetrazol-5-yl)phenyl)-6-methyl-8-(1-oxa-6-azaspiro[3.3]heptan-6-yl)pyrido[3,4-d]pyrimidin-2-amine COC1=C(C=CC(=C1)C1=NN=NN1C)NC=1N=CC2=C(N1)C(=NC(=C2)C)N2CC1(CCO1)C2